1-Cyclopentyl-8-(4-methoxyphenyl)-3-methyl-7-(1-(pyridin-4-ylmethyl)-1H-pyrazol-4-yl)-3,6-dihydroimidazo[4,5-d]pyrrolo[2,3-b]pyridin-2(1H)-on C1(CCCC1)N1C(N(C=2C1=C1C(=NC2)NC(=C1C1=CC=C(C=C1)OC)C=1C=NN(C1)CC1=CC=NC=C1)C)=O